((3-chloro-2-methylphenyl)amino)-N-(3-methyl-4-(3,3-dimethylpiperazin-1-yl)phenyl)benzamide ClC=1C(=C(C=CC1)NC1=C(C(=O)NC2=CC(=C(C=C2)N2CC(NCC2)(C)C)C)C=CC=C1)C